CS(=O)(=O)C1CCN(CC1)C=1C=C(CN2N=C(C=C2)C(=O)NC2=CC=C(C=C2)OC(F)(F)F)C=CC1 1-(3-(4-(methylsulfonyl)piperidin-1-yl)benzyl)-N-(4-(trifluoromethoxy)phenyl)-1H-pyrazole-3-carboxamide